C[C@@H]1CC(C[C@@H](O1)C)C=O cis-2,6-dimethyltetrahydro-2H-pyran-4-carbaldehyde